NB1OBOBO1 aminoboroxine